5-(4-(Tert-butyl)phenyl)nicotinaldehyde C(C)(C)(C)C1=CC=C(C=C1)C=1C=NC=C(C=O)C1